(S)-tert-butyl 2-((thiophen-2-ylmethyl)carbamoyl)piperazine-1-carboxylate S1C(=CC=C1)CNC(=O)[C@H]1N(CCNC1)C(=O)OC(C)(C)C